ClC=1C(=CC(=C(C1)NC(=O)C1CC=2C(=CN=CC2)N1)F)F N-(5-Chloro-2,4-difluorophenyl)-2,3-dihydro-1H-pyrrolo[2,3-c]pyridine-2-carboxamide